(1,5-dimethyl-3-phenyl-1H-pyrrol-2-yl)-N-(4-(3-fluoro-6,6a,7,8,9,10-hexahydropyrazino[1,2-d]pyrido[3,2-b][1,4]oxazin-8-yl)phenyl)-2-oxoacetamide CN1C(=C(C=C1C)C1=CC=CC=C1)C(C(=O)NC1=CC=C(C=C1)N1CC2N(C3=C(OC2)C=C(C=N3)F)CC1)=O